(6-(methyl(7H-pyrrolo[2,3-d]pyrimidin-4-yl)amino)-2-azaspiro[3.3]heptan-2-yl)(3-(trifluoromethoxy)phenyl)methanone CN(C1CC2(CN(C2)C(=O)C2=CC(=CC=C2)OC(F)(F)F)C1)C=1C2=C(N=CN1)NC=C2